4-ethylbenzene-1,3-dicarboxylic acid C(C)C1=C(C=C(C=C1)C(=O)O)C(=O)O